C(C(C)C)N1N=CC(=C1)CC=1C=NN(C1)C 4-((1-isobutyl-1H-pyrazol-4-yl)methyl)-1-methyl-1H-pyrazol